hexadienal C(C=CC=CC)=O